BrC1=C(C=NO)C(=CC=C1C)SC(C)(C)C (1E)-2-bromo-6-tert-butylsulfanyl-3-methyl-benzaldehyde oxime